N,N-bishexadecylammonium tetrakis(pentafluorophenyl)borate FC1=C(C(=C(C(=C1[B-](C1=C(C(=C(C(=C1F)F)F)F)F)(C1=C(C(=C(C(=C1F)F)F)F)F)C1=C(C(=C(C(=C1F)F)F)F)F)F)F)F)F.C(CCCCCCCCCCCCCCC)[NH2+]CCCCCCCCCCCCCCCC